CC1(C[C@@H](O1)[C@]1(CN(CC1)CC=1SC(=CN1)F)CCC1=CC=C(C#N)C=C1)C |o1:3| 4-(2-((R)-3-((R or S)-4,4-dimethyloxetan-2-yl)-1-((5-fluorothiazol-2-yl)methyl)pyrrolidin-3-yl)ethyl)benzonitrile